N-[(3S,4R)-4-fluoropyrrolidin-3-yl]-4-isopropylpyrrolidin-3-carboxamid F[C@H]1[C@H](CNC1)NC(=O)C1CNCC1C(C)C